silver-nickel-copper [Cu].[Ni].[Ag]